2-(Methacryloyloxy)ethane Calcium [Ca].C(C(=C)C)(=O)OCC